C(C)(C)(C)OC(=O)N1CC(C1)C#CC=1C=NNC1 3-[2-(1H-pyrazol-4-yl)ethynyl]azetidine-1-carboxylic acid tert-butyl ester